C(C)(C)(C)OC(=O)N=C(N1CN(C(N(C1)C)=O)C)N(C(OC(C)(C)C)=O)CCC1=CC(=C(C=C1)OCCCCl)I tert-Butyl (((tert-butoxycarbonyl)imino)(3,5-dimethyl-4-oxo-1,3,5-triazinan-1-yl)methyl)(4-(3-chloropropoxy)-3-iodophenethyl)carbamate